NS(=O)(C)=NC=1C=C(C=CC1)C=1C2=C(N=C(N1)N1[C@H](CC1)C)C(CC2)(F)F 4-[3-[(amino-methyl-oxo-λ6-sulfanylidene)amino]phenyl]-7,7-difluoro-2-[(2S)-2-methylazetidin-1-yl]-5,6-dihydrocyclopenta[d]pyrimidine